(R)-3-(3-bromo-1H-indazol-1-yl)-N-(4-(dimethylamino)phenyl)piperidine-1-carboxamide BrC1=NN(C2=CC=CC=C12)[C@H]1CN(CCC1)C(=O)NC1=CC=C(C=C1)N(C)C